cyclohexyl L-valinate N[C@@H](C(C)C)C(=O)OC1CCCCC1